(P)-(E)-3-chloro-4-((3,5-difluoropyridin-2-yl)methoxy-d)-2'-(3-(dimethylamino)-acryloyl)-5',6-dimethyl-2H-[1,4'-bipyridin]-2-one ClC=1C(N(C(=CC1OC([2H])C1=NC=C(C=C1F)F)C)C1=CC(=NC=C1C)C(\C=C\N(C)C)=O)=O